CC1=C(C=C(C=C1)C1=CC=C(C=C1)OCC(=O)N1CCN(CC1)C)N(C(=S)NC(C1=CC=CC=C1)=O)CCC N-((4-Methyl-4'-(2-(4-methylpiperazin-1-yl)-2-oxoethoxy)-[1,1'-biphenyl]-3-yl)(propyl)carbamothioyl)benzamide